FC1(CCN(CC1)C=1C=2N(C(=C(N1)NC(C1=C(C=C(C=C1)I)N1CCC3(CC3)CC1)=O)F)C=CN2)F N-(8-(4,4-difluoropiperidin-1-yl)-5-fluoroimidazo[1,2-a]pyrazin-6-yl)-4-iodo-2-(6-Azaspiro[2.5]oct-6-yl)benzamide